6-amino-2-(3,6-diazabicyclo[3.2.0]hept-6-yl)-5-((2,3-dichlorophenyl)thio)pyrimidin-4(3H)-one NC1=C(C(NC(=N1)N1C2CNCC2C1)=O)SC1=C(C(=CC=C1)Cl)Cl